ClC=1C=C2C=NCN(C2=CC1C1CCNCC1)C=1C=NN(C1Cl)CC(F)F 6-chloro-N-[5-chloro-1-(2,2-difluoroethyl)-1H-pyrazol-4-yl]-7-(piperidin-4-yl)quinazolin